6-(6-Ethynyl-1-tetrahydropyran-4-yl-pyrazolo[3,4-d]pyrimidin-4-yl)-2-oxa-6-azaspiro[3.3]heptane C(#C)C1=NC(=C2C(=N1)N(N=C2)C2CCOCC2)N2CC1(COC1)C2